N-[[4-(5-amino-4-cyano-1-cyclopentyl-pyrazol-3-yl)-2-fluoro-phenyl]methyl]-2-methoxy-5-methyl-benzamide NC1=C(C(=NN1C1CCCC1)C1=CC(=C(C=C1)CNC(C1=C(C=CC(=C1)C)OC)=O)F)C#N